C(C)(C)(C)OC(=O)NCC=1C=CC(=C(C(=O)N[C@H](C)C2=CC(=NC3=CC=CC=C23)C=2C=C(N(C2)C)C(=O)OC)C1)C methyl (R)-4-(4-(1-(5-(((tert-butoxycarbonyl) amino)methyl)-2-methylbenzamido) ethyl)quinolin-2-yl)-1-methyl-1H-pyrrole-2-carboxylate